CC1([C@H]2CN([C@@H]([C@@H]12)C(=O)OC)C([C@@H](CCC(F)(F)F)NC1=C(C=C(C=C1F)F)F)=O)C methyl (1R,2S,5S)-6,6-dimethyl-3-((R)-5,5,5-trifluoro-2-((2,4,6-trifluorophenyl)amino)pentanoyl)-3-azabicyclo[3.1.0]hexane-2-carboxylate